6-(3-chloro-4-fluoro-phenyl)-3-methyl-1-(pyridazin-3-ylmethyl)imidazo[4,5-b]pyridin-2-one ClC=1C=C(C=CC1F)C=1C=C2C(=NC1)N(C(N2CC=2N=NC=CC2)=O)C